(4-(4-(t-butyl)phenyl)-1,4-oxathiane-4-ium) chloride [Cl-].C(C)(C)(C)C1=CC=C(C=C1)[S+]1CCOCC1